NCCCCCNC(=O)C1=CC(=C(C(=O)OC)C=C1)C#CCN methyl 4-((5-aminopentyl)carbamoyl)-2-(3-aminoprop-1-yn-1-yl)benzoate